3-Methyl-5-(N-(4-(4-(methylsulfonyl)piperazin-1-yl)phenyl)-N-phenylethylsulfamoyl)benzofuran-2-carboxylic acid CC1=C(OC2=C1C=C(C=C2)S(N(CCC2=CC=CC=C2)C2=CC=C(C=C2)N2CCN(CC2)S(=O)(=O)C)(=O)=O)C(=O)O